FC=1C=C(C=C(C1NC(=O)C1=C(CCC1)C(=O)O)F)C1=CC(=CC=C1)OC 2-((3,5-Difluoro-3'-methoxy-[1,1'-biphenyl]-4-yl)carbamoyl)cyclopent-1-ene-1-carboxylic acid